[Si](C1=CC=CC=C1)(C1=CC=CC=C1)(C(C)(C)C)OC1CC=C(C1)C=1N(N=C2C(=C(C=CC12)O)C#N)CC1=CC=C(C=C1)OC (4-((tert-butyldiphenylsilyl)oxy)cyclopent-1-en-1-yl)-6-hydroxy-2-(4-methoxybenzyl)-2H-indazole-7-carbonitrile